CON(C(=O)C1=NN2C(CNCCC2)=C1C)C N-methoxy-N,3-dimethyl-5,6,7,8-tetrahydro-4H-pyrazolo[1,5-a][1,4]diazepine-2-carboxamide